6-(3,5-di-tert-butyl-4-(2-hydroxyethoxy)-phenylamino)-1,3,5-triazine-2,4-dithiol C(C)(C)(C)C=1C=C(C=C(C1OCCO)C(C)(C)C)NC1=NC(=NC(=N1)S)S